phenethyl-chloromethylketone C(CC1=CC=CC=C1)C(Cl)C(=O)C(CCC1=CC=CC=C1)Cl